(3R)-3-(4-Chlorophenyl)-2-[(5-chloropyridin-2-yl)methyl]-4-fluoro-6-[1-hydroxy-1-(1-methyl-1H-pyrazol-4-yl)ethyl]-3-(2-hydroxyethoxy)-2,3-dihydro-1H-isoindol-1-on ClC1=CC=C(C=C1)[C@@]1(N(C(C2=CC(=CC(=C12)F)C(C)(C=1C=NN(C1)C)O)=O)CC1=NC=C(C=C1)Cl)OCCO